ClC1=C(C=CC(=C1)Cl)[C@@H](C)N1N=NC2=C1N=CN=C2 3-((R)-1-(2,4-dichlorophenyl)ethyl)-3H-[1,2,3]triazolo[4,5-D]pyrimidine